O[C@H](C(=O)[O-])C.C(C)[NH+]1CCN(CC1)C1=C(C=C(C=C1)C(=O)N1CCC(CC1)C1=CC=C(C=C1)OC=1N=NC(=CC1)C(F)(F)F)NS(=O)(=O)CC1=CC=CC=C1 1-ethyl-4-(2-((phenylmethyl)sulfonamido)-4-(4-(4-((6-(trifluoromethyl)pyridazin-3-yl)oxy)phenyl)-piperidine-1-carbonyl)phenyl)piperazin-1-ium (S)-2-hydroxypropanoate